2-{methyl[2-(pyridin-2-yl)-5H,6H,7H-cyclopenta[d]pyrimidin-4-yl]amino}-N-[1-(trifluoromethyl)cyclopropyl]acetamide CN(CC(=O)NC1(CC1)C(F)(F)F)C=1C2=C(N=C(N1)C1=NC=CC=C1)CCC2